C(C)(C)(C)C1=CC=C(C=C1)C(CC(=O)C1=C(C=C(OCCCC(=O)O)C=C1)O)=O 4-{4-[3-(4-tert-butyl-phenyl)-3-oxo-propionyl]-3-hydroxy-phenoxy}-butyric acid